tert-Butyl (1-(6-chloropyrido[2,3-b]pyrazin-2-yl)-4-methylpiperidin-4-yl)carbamate potassium phosphate P(=O)([O-])([O-])[O-].[K+].ClC=1C=CC=2C(=NC=C(N2)N2CCC(CC2)(C)NC(OC(C)(C)C)=O)N1.[K+].[K+]